1-(epoxybutane-3-yl)-1H-pyrazol-4-amine CCC1(CO1)N1N=CC(=C1)N